di(perfluoropentanoyl) peroxide FC(C(=O)OOC(C(C(C(C(F)(F)F)(F)F)(F)F)(F)F)=O)(C(C(C(F)(F)F)(F)F)(F)F)F